bis-(2,6-dimethoxybenzoyl)phenylphosphin oxide COC1=C(C(=O)P(C2=CC=CC=C2)(C(C2=C(C=CC=C2OC)OC)=O)=O)C(=CC=C1)OC